(2S)-2-amino-3,3-dicyclopropyl-N-[1-[[3-(2,2,2-trifluoroethyl)triazol-4-yl]methyl]pyrazol-4-yl]propanamide N[C@H](C(=O)NC=1C=NN(C1)CC=1N(N=NC1)CC(F)(F)F)C(C1CC1)C1CC1